N-hydroxy-4-(4-methoxybenzyl)-3,4-dihydro-2H-benzo[b][1,4]thiazine-7-carboxamide-1,1-dioxide ONC(=O)C=1C=CC2=C(S(CCN2CC2=CC=C(C=C2)OC)(=O)=O)C1